O=C1N(C(C2=CC=CC=C12)=O)[C@H](C(=O)\N=C(\SC)/NC(OC(C)(C)C)=O)C tert-butyl N-[(E)-N-[(2S)-2-(1,3-dioxoisoindolin-2-yl)propanoyl]-C-methylsulfanyl-carbonimidoyl]carbamate